C(C1=CC=CC=C1)N1CCC(CC1)CCNC(=O)C1CCN(CC1)C1=NC=C(C=N1)Br N-[2-(1-benzylpiperidin-4-yl)ethyl]-1-(5-bromopyrimidin-2-yl)piperidine-4-carboxamide